methyl 5-nitro-2-((1r,4r)-4-(piperazin-1-yl) cyclohexyl)-2H-indazole-6-carboxylate [N+](=O)([O-])C1=CC2=CN(N=C2C=C1C(=O)OC)C1CCC(CC1)N1CCNCC1